tert-butyl (2-((2-(3-azido-2-bromo-6-((((4-nitrophenoxy)carbonyl)oxy)methyl)benzamido)ethyl)amino)-2-oxoethoxy)(tertbutoxycarbonyl)carbamate N(=[N+]=[N-])C=1C(=C(C(=O)NCCNC(CON(C(OC(C)(C)C)=O)C(=O)OC(C)(C)C)=O)C(=CC1)COC(=O)OC1=CC=C(C=C1)[N+](=O)[O-])Br